[Cl-].[Cl-].C[Hf](C1(C=CC=C1)C[Si](C)(C)C)(C1(C=CC=C1)C[Si](C)(C)C)([SiH3])([SiH3])([SiH3])([SiH3])(C)(C)(C)(C)(C)(C)C Octamethyltetrasilyl-bis(trimethylsilylmethyl-cyclopentadienyl)hafnium dichloride